C1(=CC=CC=C1)C=1C=CC=2C(C(C3=CC=C(C=C3C2C1)C1=CC=CC=C1)=O)=O 3,6-diphenyl-9,10-phenanthrenedione